C(C)(C)(C)P(C1=C(C(=CC=C1OC)C)C1=C(C=C(C=C1C(C)C)C(C)C)C(C)C)C(C)(C)C 2-(Di-t-butylphosphino)-3-methoxy-6-methyl-2',4',6'-tri-i-propyl-1,1'-biphenyl